α,α,3,4,5-pentafluoro-benzeneacetic acid FC(C(=O)O)(C1=CC(=C(C(=C1)F)F)F)F